C(C)N(CC)[SiH2]OC(C)C diethylamino-isopropyl-oxy-silane